2,4,6-trimethyl-pyrimidine CC1=NC(=CC(=N1)C)C